7-((6-aminopyridin-2-yl)oxy)-5-methyl-3-((6-methylpyridin-2-yl)methyl)-3,5-dihydro-4H-pyridazino[4,5-b]indol-4-oneoxy-5-methyl-3,5-dihydro-4H-pyridazino[4,5-b]indol-4-one NC1=CC=CC(=N1)OC=1C=CC=2C3=C(N(C2C1)C)C(N(N=C3OC3=NNC(C=1N(C=2C=CC=CC2C13)C)=O)CC1=NC(=CC=C1)C)=O